FC1=CC=C(C=C1)C1=C(COC2(CCCC2)C1)CNCC=1SC=CC1OC ((9-(4-fluorophenyl)-6-oxaspiro[4.5]dec-8-en-8-yl)methyl)-1-(3-methoxythiophen-2-yl)methylamine